zirconium butoxide [O-]CCCC.[Zr+4].[O-]CCCC.[O-]CCCC.[O-]CCCC